ClCC1=CC=C(C=C1)N1C(=NC=2C1=NC(=CC2)C2=NC=C(C=C2)OC)C=2C(=NC=CC2)N 3-(3-(4-(chloromethyl)phenyl)-5-(5-methoxypyridin-2-yl)-3H-imidazo[4,5-b]pyridin-2-yl)pyridin-2-amine